N-(4-(4,7-dimethyl-5-(4-((4-methylpyrimidin-2-yl)oxy)phenyl)-7H-pyrrolo[2,3-d]pyrimidin-6-yl)-3-methylphenyl)acrylamide titanium (iv) oxygen [O+2].[Ti+4].CC=1C2=C(N=CN1)N(C(=C2C2=CC=C(C=C2)OC2=NC=CC(=N2)C)C2=C(C=C(C=C2)NC(C=C)=O)C)C